5-(1-(3,5-dichloropyridin-4-yl)ethoxy)-3-(1,4,5,6-tetrahydropyrrolo[3,4-d]imidazole-2-yl)-1H-indazole ClC=1C=NC=C(C1C(C)OC=1C=C2C(=NNC2=CC1)C1=NC2=C(N1)CNC2)Cl